20-amino-6-hydroxy-6,18-bis(trifluoromethyl)-22-oxa-15λ6-thia-3,4,16,21-tetraazatetracyclo[15.3.1.12,5.012,16]docosa-1(21),2,4,17,19-penta-ene-15,15-dione NC1=CC(=C2N3S(CCC3CCCCCC(C3=NN=C(C1=N2)O3)(C(F)(F)F)O)(=O)=O)C(F)(F)F